2-methoxy-4-nitro-N-[(1R,2R)-2-(prop-2-yn-1-yl)cyclohexyl]benzamide COC1=C(C(=O)N[C@H]2[C@H](CCCC2)CC#C)C=CC(=C1)[N+](=O)[O-]